C(C1=CC=CC=C1)OC1=CC=C(C=C1)C1CCN(CC1)C=1C=CC(=C2C(=CNC12)C#N)C 7-{4-[4-(benzyloxy)phenyl]piperidin-1-yl}-4-methyl-1H-indole-3-carbonitrile